FC(C=1N=NNC1)F 4-(difluoromethyl)-triazol